formyl-trifluoro-methionine C(=O)N[C@@H](CCSC(F)(F)F)C(=O)O